C(C)N1C[C@@H](CCC1)NC1=CC(=C(N=N1)C1=C(C=C(C#N)C=C1)O)C(F)(F)F 4-[6-[[(3R)-1-Ethyl-3-piperidyl]amino]-4-(trifluoromethyl)pyridazin-3-yl]-3-hydroxy-benzonitrile